(1R,2S,3R,5R)-3-(4-Amino-5-(pyrimidin-4-yl)-7H-pyrrolo[2,3-d]pyrimidin-7-yl)-5-(((3-(phenethylamino)propyl)amino)methyl)cyclopentane-1,2-diol NC=1C2=C(N=CN1)N(C=C2C2=NC=NC=C2)[C@H]2[C@@H]([C@@H]([C@H](C2)CNCCCNCCC2=CC=CC=C2)O)O